4-(5-fluoro-2-(trifluoromethyl)benzyl)-N-hydroxy-3-oxo-3,4-dihydro-2H-benzo[b][1,4]oxazine-6-carboxamide FC=1C=CC(=C(CN2C3=C(OCC2=O)C=CC(=C3)C(=O)NO)C1)C(F)(F)F